FC1=CC=C(C2=C1N=C(O2)[C@H]2N(CCC1=C2N=CN1)C(=O)C1=C(N=CO1)C(F)(F)F)F (S)-(4-(4,7-difluorobenzo[d]oxazol-2-yl)-6,7-dihydro-1H-imidazo[4,5-c]pyridin-5(4H)-yl)(4-(trifluoromethyl)oxazol-5-yl)methanone